NC(C)(C)C1=CC(=NC(=C1)C1=CC=C(C=C1)F)OC1[C@@H]2CN(C[C@H]12)C(=O)C=1C=C(C=2N(C1)C=C(N2)C)C2=NOC=N2 ((1R,5S,6s)-6-((4-(2-aminopropan-2-yl)-6-(4-fluorophenyl)pyridin-2-yl)oxy)-3-azabicyclo[3.1.0]hexan-3-yl)(2-methyl-8-(1,2,4-oxadiazol-3-yl)imidazo[1,2-a]pyridin-6-yl)methanone